tert-butyl 2-(3-chloro-4-methoxyphenyl)-6,7-dihydropyrazolo[1,5-a]pyrazine-5(4H)-carboxylate ClC=1C=C(C=CC1OC)C1=NN2C(CN(CC2)C(=O)OC(C)(C)C)=C1